5-Bromo-3-nitro-1H-indazole BrC=1C=C2C(=NNC2=CC1)[N+](=O)[O-]